C(CCCCCCC)OCC(CO)O 3-[(n-octyl)oxy]-1,2-propanediol